N-(1-(4-fluoro-2,6-dimethylbenzyl)-2-(7-hydroxy-1-methyl-1H-pyrrolo[2,3-c]pyridin-3-yl)-1H-benzo[d]imidazol-4-yl)ethanesulfonamide FC1=CC(=C(CN2C(=NC3=C2C=CC=C3NS(=O)(=O)CC)C3=CN(C2=C(N=CC=C23)O)C)C(=C1)C)C